(S)-N-(piperidin-3-yl)-4-(6-(tetrahydro-2H-pyran-4-yl)-1H-pyrrolo[2,3-b]pyridin-3-yl)-5-(trifluoromethyl)pyrimidine-2-amine formate salt C(=O)O.N1C[C@H](CCC1)NC1=NC=C(C(=N1)C1=CNC2=NC(=CC=C21)C2CCOCC2)C(F)(F)F